ClC=1C(=C2C=NN(C2=CC1C)C1OCCCC1)C=1C(=NN(C1C)C1CC2(CN(C2)C(=O)OC(C)(C)C)C1)C=1N=CSC1 Tert-butyl 6-(4-(5-chloro-6-methyl-1-(tetrahydro-2H-pyran-2-yl)-1H-indazol-4-yl)-5-methyl-3-(thiazol-4-yl)-1H-pyrazol-1-yl)-2-azaspiro[3.3]heptane-2-carboxylate